[Si](C)(C)(C(C)(C)C)OC=1C=C(C=CC1OC)N(C(C1=CC=CC=C1)=O)CC1=CC(=C(C(=C1)OC)OC)OC N-(3-((tert-Butyldimethylsilyl)oxy)-4-methoxyphenyl)-N-(3,4,5-trimethoxybenzyl)benzamide